N-(2-Diethylamino-4-oxo-7-trifluoromethyl-4H-quinazolin-3-yl)-2-(3,5-difluoro-phenyl)-acetamide C(C)N(C1=NC2=CC(=CC=C2C(N1NC(CC1=CC(=CC(=C1)F)F)=O)=O)C(F)(F)F)CC